6-methyl-2-(1-methyl-1H-pyrazol-3-yl)-N-(3-(4'-(trifluoromethoxy)-[1,1'-biphenyl]-4-yl)propyl)thieno[2,3-d]pyrimidin-4-amine CC1=CC2=C(N=C(N=C2NCCCC2=CC=C(C=C2)C2=CC=C(C=C2)OC(F)(F)F)C2=NN(C=C2)C)S1